2-[(1r,6r)-6-isopropenyl-3-methyl-2-cyclohexen-1-yl]-5-pentyl-1,3-benzenediol C(=C)(C)[C@@H]1CCC(=C[C@H]1C1=C(C=C(C=C1O)CCCCC)O)C